1-((7-((S)-6-chloro-2-methyl-1-((R)-pyrrolidin-3-yl)-1,2,3,4-tetrahydroquinolin-8-yl)thieno[3,2-b]pyridin-2-yl)methyl)pyrrolidine-2,5-dione ClC=1C=C2CC[C@@H](N(C2=C(C1)C1=C2C(=NC=C1)C=C(S2)CN2C(CCC2=O)=O)[C@H]2CNCC2)C